BrC1=C(C(=CC(=C1)[N+](=O)[O-])Br)NC(C)=S N-(2,6-dibromo-4-nitrophenyl)thioacetamide